ethyl-1H-1,2,4-triazol-5-ylacetic acid C(C)C(C(=O)O)C1=NC=NN1